ON=C(N)C1=NC=C(C=C1)C(F)(F)F N'-hydroxy-5-(trifluoromethyl)pyridineformamidine